Di(l-1-adamantyl)-2-morpholinophenylphosphine C12(CC3CC(CC(C1)C3)C2)P(C2=C(C=CC=C2)N2CCOCC2)C23CC1CC(CC(C2)C1)C3